C(C)(C)(C)C1=CC=C(C=C1)NC(C(C1=CC=C(C=C1)OC)N(C(C1=CN=C(C=C1)C#N)=O)C)=O N-(2-((4-tert-butylphenyl)amino)-1-(4-methoxyphenyl)-2-oxoethyl)-6-cyano-N-methylnicotinamide